2-(3-isopropyl-2-(8-methyl-[1,2,4]triazolo[1,5-a]pyridin-6-yl)-1H-indol-5-yl)-5,5-dimethyl-4-(2-(methylsulfonyl)ethyl)morpholine C(C)(C)C1=C(NC2=CC=C(C=C12)C1CN(C(CO1)(C)C)CCS(=O)(=O)C)C=1C=C(C=2N(C1)N=CN2)C